Pyrrolo[2,3-b]pyridine-3-carboxamide N1C=C(C=2C1=NC=CC2)C(=O)N